(S)-3-phenyl-N1-(2-pyridin-4-yl-5,6,7,8-tetrahydrobenzo[4,5]thieno[2,3-d]pyrimidin-4-yl)propane-1,2-diamine C1(=CC=CC=C1)C[C@@H](CNC=1C2=C(N=C(N1)C1=CC=NC=C1)SC1=C2CCCC1)N